tert-butyl ((S)-1-(((S)-1-cyclohexyl-2-(4-(5,6-difluoro-1H-indole-2-carbonyl)piperazin-1-yl)-2-oxoethyl)amino)-1-oxopropane-2-yl)(methyl)carbamate C1(CCCCC1)[C@@H](C(=O)N1CCN(CC1)C(=O)C=1NC2=CC(=C(C=C2C1)F)F)NC([C@H](C)N(C(OC(C)(C)C)=O)C)=O